C(C)N(C(=O)C1=C(OC=2C(=NC=NC2)N2CC(C2)(C)CNC([O-])=O)C=CC(=C1)F)C(C)C ((1-(5-(2-(ethyl(isopropyl)carbamoyl)-4-fluorophenoxy)pyrimidin-4-yl)-3-Methylazetidin-3-yl)methyl)carbamate